(S)-N-(3-(1H-indol-3-yl)-1-(4-(4-methoxyphenyl)piperazin-1-yl)-1-oxopropan-2-yl)-4-methylbenzenesulfonamide N1C=C(C2=CC=CC=C12)C[C@@H](C(=O)N1CCN(CC1)C1=CC=C(C=C1)OC)NS(=O)(=O)C1=CC=C(C=C1)C